dimethyl-furane tert-butyl-4-(4-((9-((1s,3s)-3-(2-phenylacetamido)cyclobutyl)-9H-purin-6-yl)amino)phenyl)piperazine-1-carboxylate C(C)(C)(C)OC(=O)N1CCN(CC1)C1=CC=C(C=C1)NC1=C2N=CN(C2=NC=N1)C1CC(C1)NC(CC1=CC=CC=C1)=O.CC1=C(OC=C1)C